NC1(CCOCC1)C(=O)O 4-amino-4-carboxy-tetrahydropyran